(dimethylamino)-N-(3-(4-hydroxybenzamido)-4-methylphenyl)benzamide CN(C)C1=C(C(=O)NC2=CC(=C(C=C2)C)NC(C2=CC=C(C=C2)O)=O)C=CC=C1